C(CCC)N1C(N(C(C(C1=O)=C(N)N)=O)C1CC2(C1)CC1(NC(N(C1=O)C)=O)C2)=O Butyl-5-(diaminomethylene)-3-(9-methyl-8,10-dioxo-7,9-diazadispiro[3.1.46.14]undecan-2-yl)pyrimidine-2,4,6(1H,3H,5H)-trione